3-(7-(2,6-difluoro-3,5-dimethoxyphenyl)-1,4,5,6,7,8-hexahydrocyclohepta[c]pyrazol-3-yl)-1-methyl-1H-pyrazol-4-amine FC1=C(C(=C(C=C1OC)OC)F)C1CCCC2=C(NN=C2C2=NN(C=C2N)C)C1